tert-butyl (2-(2,3-dihydrobenzofuran-5-yl)ethyl)carbamate O1CCC2=C1C=CC(=C2)CCNC(OC(C)(C)C)=O